BrC1=CC(=C(C2=C1N=C(N2C)C)C(=O)N2COC1=C(C2)C=CC=C1C1=CC(=C(C(=O)OC)C=C1F)N1C2COCC1CC2)Cl Methyl 4-[3-(7-bromo-5-chloro-2,3-dimethylbenzimidazole-4-carbonyl)-2,4-dihydro-1,3-benzoxazin-8-yl]-5-fluoro-2-(3-oxa-8-azabicyclo[3.2.1]octan-8-yl)benzoate